hexaen C=CCCCC